FC=1C(=NC=NC1O)O 5-fluoropyrimidine-4,6-diol